2-pyrazolidin-1-yl-5-(trifluoromethyl)pyridine N1(NCCC1)C1=NC=C(C=C1)C(F)(F)F